COC(C1=CC=C(C=C1)C1=CN(C=2C1=NC=C(C2)C=2C(=NOC2C)C)CC2CCC(CC2)(F)F)=O methyl-4-[1-[(4,4-difluorocyclohexyl)methyl]-6-(3,5-dimethylisoxazol-4-yl)pyrrolo[3,2-b]pyridin-3-yl]benzoate